Cl.FC=1C2=C(C=NC1N1C[C@H](CC1)OC)N=C(N2)C2=CC(=CN2)C(=O)C2=C(C=CC=C2)C(F)(F)F (S)-(5-(7-fluoro-6-(3-methoxypyrrolidin-1-yl)-1H-imidazo[4,5-c]pyridin-2-yl)-1H-pyrrol-3-yl)(2-(trifluoromethyl)phenyl)methanone hydrochloride